N1(CCC1)S(=O)(=O)C=1C=C(CN2CC3=CC=CC=C3C2)C=CC1OCC1CCNCC1 2-(3-(azetidin-1-ylsulfonyl)-4-(piperidin-4-ylmethoxy)benzyl)isoindoline